OCCCNC1=C(C(=C(N=N1)C1=C(C=C(C=C1)C(F)(F)F)O)C)C 2-{6-[(3-hydroxypropyl)amino]-4,5-dimethylpyridazin-3-yl}-5-(trifluoromethyl)phenol